C(CCCC#C)OCCN1N=C(C2=CC=C(C=C12)C(=O)N)C 1-(2-(hex-5-yn-1-yloxy)ethyl)-3-methyl-1H-indazole-6-carboxamide